C(C)C=1C(NC=2C=C(C=NC2C1)CN1CC2(CCN(C2)C=2C=CC(=NC2)C(=O)NC)CC1)=O 5-(7-((7-ethyl-6-oxo-5,6-dihydro-1,5-naphthyridin-3-yl)methyl)-2,7-diazaspiro[4.4]non-2-yl)-N-methylpyridineamide